ClC=1N(N=C2C=CC(=C(C12)F)B1OC(C(O1)(C)C)(C)C)CC 3-chloro-2-ethyl-4-fluoro-5-(4,4,5,5-tetramethyl-1,3,2-dioxaborolan-2-yl)-2H-indazole